N1(CCC2C1CNCC2)C(=O)OC(C)(C)C tert-butyl octahydro-1H-pyrrolo[2,3-c]pyridin-1-carboxylate